1-isocyanato-3,3,5-tri-methyl-5-(isocyanatomethyl)cyclohexane N(=C=O)C1CC(CC(C1)(CN=C=O)C)(C)C